COC=1C=C(CN2C=NC=3C2=NC=C(C3)C=3C=NN(C3)C3CCNCC3)C=CC1OCC=1C=NC(=CC1)C 3-(3-Methoxy-4-((6-methylpyridin-3-yl)methoxy)benzyl)-6-(1-(piperidin-4-yl)-1H-pyrazol-4-yl)-3H-imidazo[4,5-b]pyridine